pyrido[3,4-b]indole-1,4(6H,7H)-dione C1(N=CC(C2=C1NC1=CCCC=C21)=O)=O